N-(5-((diethylamino)methyl)-2-methylphenyl)-4-((5-ethoxy-4-(4-fluorophenyl)pyrimidin-2-yl)amino)benzamide C(C)N(CC)CC=1C=CC(=C(C1)NC(C1=CC=C(C=C1)NC1=NC=C(C(=N1)C1=CC=C(C=C1)F)OCC)=O)C